(R)-N-(5-(3-((tert-butyldimethylsilyl)oxy)pyrrolidin-1-yl)-2-morpholinooxazolo[4,5-b]pyridin-6-yl)-2-(2-methylpyridin-4-yl)oxazole-4-carboxamide [Si](C)(C)(C(C)(C)C)O[C@H]1CN(CC1)C1=C(C=C2C(=N1)N=C(O2)N2CCOCC2)NC(=O)C=2N=C(OC2)C2=CC(=NC=C2)C